COC(=O)C1=NOC2=C1C=C(C=C2)Br 5-bromo-1,2-benzoxazole-3-carboxylic acid methyl ester